ClC1=C(C(=O)N2COC3=C(C2)C=CC=C3C3=CC(=C(C(=O)O)C=C3F)N3C2COCC3CC2)C(=CC(=C1)N1CC2(C1)CC(C2)(OC)OC)Cl 4-[3-[2,6-dichloro-4-(6,6-dimethoxy-2-azaspiro[3.3]heptan-2-yl)benzoyl]-2,4-dihydro-1,3-benzoxazine-8-yl]-5-fluoro-2-(3-oxa-8-azabicyclo[3.2.1]octan-8-yl)benzoic acid